O1C=CC2=C1C=CC(=C2)/C=C/C(C)(O)C (E)-4-(benzofuran-5-yl)-2-methylbut-3-en-2-ol